C(CCCCCCC)CCCSCCCCCCCCCCC 3-octylpropylsulfide